CC1=NN(C(=C1)C)COCC[Si](C)(C)C 3,5-dimethyl-1-{[2-(trimethylsilyl)ethoxy]methyl}-1H-pyrazole